2,4-diethyl-9H-thianthrene-9-one C(C)C1=CC=2SC=3C(CC=CC3SC2C(=C1)CC)=O